C(#N)C=1C(=CC(=NC1)NC(=O)N1CCCC2=CC(=C(N=C12)C=O)CN1C([C@@H](CC1)OC)=C=O)N[C@H]1[C@@H](CC1)OC N-(5-Cyano-4-(((1R,2R)-2-methoxycyclobutyl)amino)pyridin-2-yl)-7-formyl-6-(((R)-3-methoxy-2-carbonylpyrrolidin-1-yl)methyl)-3,4-dihydro-1,8-naphthyridin-1(2H)-carboxamide